8-dodecenyl acetate (trans-8-dodecenyl acetate) C(CCCCCC\C=C\CCC)CC(=O)O.C(C)(=O)OCCCCCCCC=CCCC